(S)-2-(3-((S)-1-carboxy-5-(3-(4-[131I]iodophenyl)ureido)pentyl)ureido)pentanedioic acid C(=O)(O)[C@H](CCCCNC(=O)NC1=CC=C(C=C1)[131I])NC(N[C@H](C(=O)O)CCC(=O)O)=O